6-chloro-3-(2-methylpyridin-4-yl)-5-((3aR,5s,6aS)-2-(tetrahydrofuran-3-yl)octahydrocyclopenta[c]pyrrol-5-yl)-1H-indazole ClC1=C(C=C2C(=NNC2=C1)C1=CC(=NC=C1)C)C1C[C@@H]2[C@@H](CN(C2)C2COCC2)C1